FC1(CC2(C1)CN(CC2)C2=CC=C(C=N2)C2=NN(C(=N2)NC2=CC(=C(C=C2)C=2C(=NN(C2)COCC[Si](C)(C)C)F)OC)C)F 3-(6-(2,2-difluoro-6-azaspiro[3.4]octan-6-yl)pyridin-3-yl)-N-(4-(3-fluoro-1-((2-(trimethylsilyl)ethoxy)methyl)-1H-pyrazol-4-yl)-3-methoxyphenyl)-1-methyl-1H-1,2,4-triazol-5-amine